6-[4-Fluoro-2-(piperidin-4-yl)-1,3-benzothiazol-6-yl]-8-methoxy-2-methylimidazo[1,2-b]pyridazin FC1=CC(=CC2=C1N=C(S2)C2CCNCC2)C=2C=C(C=1N(N2)C=C(N1)C)OC